NC1(CCC1)C1=C(C(=C(C=C1)O)F)O 4-(1-aminocyclobutyl)-2-fluorobenzene-1,3-diol